F[P-](F)(F)(F)(F)F.N1(N=NC2=C1C=CC=C2)O[P+](N2CCCC2)(N2CCCC2)N2CCCC2 1H-benzotriazole-1-yloxytrispyrrolidinophosphonium hexafluorophosphate